C(C)(C)(C)OC(=O)N1CCC(CC1)C#CC 4-(prop-1-yn-1-yl)piperidine-1-carboxylic acid tert-butyl ester